[Na].[Na].C(C)(=O)ON(CCN(OC(C)=O)OC(C)=O)OC(C)=O.[Na].[Na] disodium ethylenediamine tetraacetate disodium salt